FC=1C=C(C=CC1F)/C=C/C(=O)C1=CC=C(C=C1)S(=O)(=O)NCCC(=O)O 3-[[4-[(E)-3-(3,4-Difluorophenyl)prop-2-enoyl]phenyl]sulfonylamino]propanoic acid